ClC1=C(CNC(=O)C2N(CCN(C2)C=2C=3C(N=CN2)=NN(C3)C3=CC=C(C=C3)C)C)C=CC(=C1)F N-(2-chloro-4-fluorobenzyl)-1-methyl-4-(2-(p-tolyl)-2H-pyrazolo[3,4-d]pyrimidin-4-yl)piperazine-2-carboxamide